O=C1NC(CCC1N1C(C2=CC=CC(=C2C1=O)NCC(=O)N1CCN(CC1)CCN1C(=C(C2=CC=CC=C12)CCCOC1=CC=CC2=CC=CC=C12)C(=O)O)=O)=O 1-(2-(4-((2-(2,6-dioxopiperidin-3-yl)-1,3-dioxoisoindolin-4-yl)glycyl)piperazin-1-yl)ethyl)-3-(3-(naphthalen-1-yloxy)propyl)-1H-indole-2-carboxylic acid